methyl-D3-amine [2H]C([2H])([2H])N